bis-(2-cyanoethyl)-N,N-diisopropylphosphoramidite C(#N)CCOP(OCCC#N)N(C(C)C)C(C)C